ClC1=C(C(=CC(=C1)C1CC1)C)C=1C=CC=2C(=NC(=CN2)[C@H]2CNCCC2)N1 6-(2-chloro-4-cyclopropyl-6-methyl-phenyl)-3-[(3R)-3-piperidyl]pyrido[2,3-b]pyrazine